NC(CN1CCN(CC1)C1=C(C=C2C(=N1)OC(C2)(C)C)C2=NN1C(N=CC=C1)=C2C(=O)N)=O [6-[4-(2-amino-2-oxo-ethyl)piperazin-1-yl]-2,2-dimethyl-3H-furo[2,3-b]pyridin-5-yl]pyrazolo[1,5-a]pyrimidine-3-carboxamide